C[C@@H]1[C@@H](C[C@]1(OC=1C=2N(C=C(N1)C=1C=NN(C1)C)N=CC2)C)N(C(OC(C)(C)C)=O)C tert-butyl ((1R,2R,3R)-2,3-dimethyl-3-((6-(1-methyl-1H-pyrazol-4-yl)pyrazolo[1,5-a]pyrazin-4-yl)oxy)cyclobutyl)(methyl)carbamate